ClC1=CC(=CN2C(=CC(=C12)I)C=1SC(=NN1)C(F)F)S(=O)(=O)NC1(CC1)C#N 8-chloro-N-(1-cyanocyclopropyl)-3-(5-(difluoromethyl)-1,3,4-thiadiazol-2-yl)-1-iodoindolizine-6-sulfonamide